C(CCCCC)OCCCCCCCCNC=1C=C2C=CC=NC2=CC1 N-[8-(Hexyloxy)octyl]quinolin-6-amine